N-[(6-{[(dicyclopropylmethyl)amino]methyl}imidazo[1,2-a]pyridin-2-yl)methyl]-4-oxo-4H-pyrido[1,2-a]pyrimidine-2-carboxamide C1(CC1)C(C1CC1)NCC=1C=CC=2N(C1)C=C(N2)CNC(=O)C=2N=C1N(C(C2)=O)C=CC=C1